N1(CC=CC1)CC=1NC2=CC=CC=C2C1[C@H]1NC(C2=CC=C(C=C12)O)=O (3S)-3-{2-[(2,5-dihydro-1H-pyrrol-1-yl)methyl]-1H-indol-3-yl}-5-hydroxy-2,3-dihydro-1H-isoindol-1-one